C(C)(=O)N1C=2N(CC1CC(=O)OCC)C(=C(N2)C2=NC(=CC=C2)C)Br Ethyl 2-(1-acetyl-5-bromo-6-(6-methylpyridin-2-yl)-2,3-dihydro-1H-imidazo[1,2-a]imidazol-2-yl)acetate